4-(Bis(t-Butoxycarbonyl)amino)-3-(cyanomethyl)picolinic acid methyl ester COC(C1=NC=CC(=C1CC#N)N(C(=O)OC(C)(C)C)C(=O)OC(C)(C)C)=O